ClC=1C=C(CNS(=O)(=O)C2=CC(=C(C3=CC=CC=C23)O)C(=O)O)C=CC1 4-(N-(3-chlorobenzyl)sulfamoyl)-1-hydroxy-2-naphthoic acid